C(=O)(O)COC1=C(C=CC(=C1)OCC=C)C(/C=C/C1=CC=C(C(=O)O)C=C1)=O 4-[(E)-3-[2-(Carboxymethoxy)-4-prop-2-enoxyphenyl]-3-oxoprop-1-enyl]benzoic acid